(S)-4-(Pyridin-2-yl)-N-(pyrrolidin-3-yl)-3,4-dihydroquinoxaline-1(2H)-carboxamide N1=C(C=CC=C1)N1CCN(C2=CC=CC=C12)C(=O)N[C@@H]1CNCC1